5-chloro-2-(5-fluoro-2-methyl-3-nitrophenyl)-[1,2,4]triazolo[1,5-a]pyridine ClC1=CC=CC=2N1N=C(N2)C2=C(C(=CC(=C2)F)[N+](=O)[O-])C